2-[(2-chloro-4-nitrophenoxy)methyl]pyridine ClC1=C(OCC2=NC=CC=C2)C=CC(=C1)[N+](=O)[O-]